C(CC)C1=CC=C(C=C1)C=1C=C2CCCC(C2=CC1)NC(O[C@@H]1CN2CCC1CC2)=O (S)-quinuclidin-3-yl (6-(4-propylphenyl)-1,2,3,4-tetrahydronaphthalen-1-yl)carbamate